2-bromo-6,7-dimethyl-4-(3-(trifluoromethyl)bicyclo[1.1.1]pentan-1-yl)pteridine BrC1=NC2=NC(=C(N=C2C(=N1)C12CC(C1)(C2)C(F)(F)F)C)C